C1(CCCC1)S(=O)(=O)N1CCN(CC1)C1=C(C=CC=C1)/C=C/C(=O)NO (E)-3-(2-(4-(cyclopentylsulfonyl)piperazin-1-yl)phenyl)-N-hydroxyacrylamide